C(C1=CC=CC=C1)NS(=O)(=O)C1=CC(=CC=C1)C=1C=C2C(=NC=NC2=CC1)N1CC(OC(C1)C)C N-benzyl-3-[4-(2,6-dimethylmorpholin-4-yl)quinazolin-6-yl]benzene-1-sulfonamide